C(#N)C=1C2=C(SC1NC(OC(C)(C)C)=O)C=CC(=C2C=2C1=C(C=3C=NC(=NC3C2F)N2C[C@@H](CC2)N2CCN(CC2)C)COC1)F tert-Butyl (3-cyano-5-fluoro-4-(5-fluoro-3-((R)-3-(4-methylpiperazin-1-yl)pyrrolidin-1-yl)-7,9-dihydrofuro[3,4-f]quinazolin-6-yl)benzo[b]thiophen-2-yl)carbamate